C1(=CC=C(C=C1)N)C1=CC=C(C=C1)C1=CC=C(C=C1)N (1,1':4',1''-terphenyl)-4,4''-diamine